N-((2S)-1-((5-chloro-2-fluoro-4-(1-oxo-1-((2,2,2-trifluoroethyl)amino)propan-2-yl)phenyl)amino)-3,3-dicyclopropyl-1-oxopropan-2-yl)-1-isopropyl-1H-pyrazole-5-carboxamide ClC=1C(=CC(=C(C1)NC([C@H](C(C1CC1)C1CC1)NC(=O)C1=CC=NN1C(C)C)=O)F)C(C(NCC(F)(F)F)=O)C